C1(CC1)N1N=C(C(=C1)F)[S@](=O)(N)=NC(NC1=C2C(=NC3=C1CCC3)CCC2)=O (S)-1-cyclopropyl-4-fluoro-N'-((1,2,3,5,6,7-hexahydrodicyclopenta[b,e]pyridin-8-yl)carbamoyl)-1H-pyrazole-3-sulfonimidamide